O[C@H](CNC(C1=CC(=CC=C1)OC)=O)C N-((S)-2-hydroxypropyl)-3-methoxybenzamide